BrC1=C(C=C(C=C1)OC(F)(F)F)CBr 1-bromo-2-(bromomethyl)-4-(trifluoromethoxy)benzene